CC1(CC(C1)NC1=NN2C(C=N1)=C(C=C2)C=2C=C1C(=NC2)N=C(N1C1CCOCC1)C)O 1-methyl-3-((5-(2-methyl-1-(tetrahydro-2H-pyran-4-yl)-1H-imidazo[4,5-b]pyridin-6-yl)pyrrolo[2,1-f][1,2,4]triazin-2-yl)amino)cyclobutan-1-ol